((2-(((S)-1-((S)-2-(benzyl(cyclohexyl)carbamoyl)pyrrolidin-1-yl)-3,3-dimethyl-1-oxobutan-2-yl)carbamoyl)benzo[b]thiophen-5-yl)difluoromethyl)phosphonic acid C(C1=CC=CC=C1)N(C(=O)[C@H]1N(CCC1)C([C@H](C(C)(C)C)NC(=O)C1=CC2=C(S1)C=CC(=C2)C(F)(F)P(O)(O)=O)=O)C2CCCCC2